(R)-4-(2-(1-(2-(pyridin-2-yl)propan-2-yl)-3-(2H-tetrazol-5-yl)pyrrolidin-3-yl)ethyl)benzonitrile N1=C(C=CC=C1)C(C)(C)N1C[C@@](CC1)(C=1N=NNN1)CCC1=CC=C(C#N)C=C1